N-((2S,3S)-1-(azetidin-1-ylcarbonyl)-2-((2,3',5'-trifluorobiphenyl-3-yl)methyl)pyrrolidin-3-yl)methanesulfonamide N1(CCC1)C(=O)N1[C@H]([C@H](CC1)NS(=O)(=O)C)CC=1C(=C(C=CC1)C1=CC(=CC(=C1)F)F)F